azetidin-3-yl-(4-(3-methoxy-5-(trifluoromethyl)pyridin-2-yl)piperazin-1-yl)methanone N1CC(C1)C(=O)N1CCN(CC1)C1=NC=C(C=C1OC)C(F)(F)F